N1N=NN=C1/C=C/CN1C(N(C2=NC(=NC=C12)N)[C@H]1[C@@H]([C@@H]([C@H](O1)COC(C)=O)F)OC(C)=O)=O ((2R,3R,4S,5R)-5-(7-((E)-3-(1H-tetrazol-5-yl)allyl)-2-amino-8-oxo-7,8-dihydro-9H-purin-9-yl)-4-acetoxy-3-fluorotetrahydrofuran-2-yl)methylacetat